ClC1=C(C=CC(=C1)Cl)C(C(C)NC(=O)C1C(=NN(C1)C)C)OC 1,3-dimethyl-4H-pyrazole-4-carboxylic acid [2-(2,4-dichloro-phenyl)-2-methoxy-1-methyl-ethyl]-amide